C(=C(C)CCC[C@@H](C)[C@H]1CC[C@H]2C3=CC=C4CCCC[C@]4(C)[C@H]3CC[C@]12C)O cholest-5,7,25-trienol